N-((1R)-3-Cyano-3-azabicyclo[3.2.0]heptan-1-yl)-5-(2-(4-fluorophenoxy)phenyl)-1H-pyrazol-3-carboxamid C(#N)N1C[C@]2(CCC2C1)NC(=O)C1=NNC(=C1)C1=C(C=CC=C1)OC1=CC=C(C=C1)F